C(C)(CC)NO sec-butylhydroxylamine